N-(9,9-dimethyl-9H-fluoren-2-yl)-9,9-dimethyl-N-[4-(4,4,5,5-tetramethyl-1,3,2-dioxaborolan-2-yl)phenyl]-9H-fluoren-2-amine CC1(C2=CC=CC=C2C=2C=CC(=CC12)N(C1=CC=2C(C3=CC=CC=C3C2C=C1)(C)C)C1=CC=C(C=C1)B1OC(C(O1)(C)C)(C)C)C